(R)-4-(3-(benzyloxy)pyrrolidin-1-yl)butanoic acid, lithium salt [Li+].C(C1=CC=CC=C1)O[C@H]1CN(CC1)CCCC(=O)[O-]